C(CCCCCCC\C=C/CCCCCCCC)C1=NC(=NC(=N1)SN)S 6-oleyl-amino-1,3,5-triazine-2,4-dithiol